FC(OC=1C=C(C=CC1C=O)C1=NN(C=C1)C1=C(C=C(C#N)C=C1)C)F 4-{3-[3-(difluoromethoxy)-4-formylphenyl]-1H-pyrazol-1-yl}-3-methylbenzonitrile